2-((1-Cyclopropyl-1H-pyrazol-3-yl)amino)-4-((2-methoxy-3-(1-methyl-1H-1,2,4-triazol-3-yl)phenyl)amino)-N-(methyl-d3)pyrimidine-5-carboxamide C1(CC1)N1N=C(C=C1)NC1=NC=C(C(=N1)NC1=C(C(=CC=C1)C1=NN(C=N1)C)OC)C(=O)NC([2H])([2H])[2H]